5-[5-(2-oxo-2,3-dihydro-1,3-benzoxazol-6-yl)-1,3,4-oxadiazol-2-yl]-2-[(propan-2-yl)amino]benzonitrile O=C1OC2=C(N1)C=CC(=C2)C2=NN=C(O2)C=2C=CC(=C(C#N)C2)NC(C)C